3-(2-((5-bromopyridin-2-yl)methoxy)-2,2-difluoroethyl)-3-azabicyclo[3.1.0]hexane BrC=1C=CC(=NC1)COC(CN1CC2CC2C1)(F)F